ONC(/C=C/C1=C(C=CC=C1)N1CCC(CC1)NC(C1=CN=CC=C1)=O)=O (E)-N-(1-(2-(3-(hydroxyamino)-3-oxoprop-1-en-1-yl)phenyl)piperidin-4-yl)nicotinamide